(1-(2-(1-methylpiperidin-4-yl)ethyl)-1H-pyrazol-4-yl)methylamine CN1CCC(CC1)CCN1N=CC(=C1)CN